furo[3,4-c]pyrrole-1,3(3aH)-dione C1(OC(C2C1=CN=C2)=O)=O